N-(4-(3-(1,1-dioxido-4-oxo-1,2,5-thiadiazolidin-2-yl)-2-fluoro-4-hydroxyphenyl)-2-methylenebut-3-yn-1-yl)methanesulfonamide O=S1(N(CC(N1)=O)C=1C(=C(C=CC1O)C#CC(CNS(=O)(=O)C)=C)F)=O